thiol-1-dodecanethiol S1(C=CC=C1)CCCCCCCCCCCCS